N-[5-(5-fluoro-1H-benzimidazol-2-yl)-1H-pyrazol-3-yl]-6-(4-hydroxy-1-piperidyl)pyridine-3-carboxamide FC1=CC2=C(NC(=N2)C2=CC(=NN2)NC(=O)C=2C=NC(=CC2)N2CCC(CC2)O)C=C1